3-(5-methoxybenzo[d]thiazol-2-yl)-N-(1-(methylsulfonyl)piperidin-4-yl)pyridin-4-amine COC=1C=CC2=C(N=C(S2)C=2C=NC=CC2NC2CCN(CC2)S(=O)(=O)C)C1